CCCCCCCCCCCCCCCC(=O)OC[C@H](COP(=O)([O-])OCC[N+](C)(C)C)OC(=O)CC/C=C/C/C=C/C/C=C/C/C=C/C/C=C/C/C=C/CC 1-hexadecanoyl-2-(4E,7E,10E,13E,16E,19E-docosahexaenoyl)-sn-glycero-3-phosphocholine